C(OCC1OC(OC1)=O)(OCCCC)=O (2-Oxo-1,3-dioxolan-4-yl)methyl butyl carbonate